N-(1-(8-(4-(trifluoromethyl)phenyl)imidazo[1,2-a]pyrazin-6-yl)piperidin-3-yl)acrylamide FC(C1=CC=C(C=C1)C=1C=2N(C=C(N1)N1CC(CCC1)NC(C=C)=O)C=CN2)(F)F